(2S,3R)-3-(5-Acetylthiophen-2-yl)-3-(3-{[(R)-4-ethyl-1,1-dioxido-3,4-dihydro-2H-pyrido[4,3-b][1,4,5]Oxathiazepine-2-yl]Methyl}-4-methylphenyl)-2-methylpropanoic acid C(C)(=O)C1=CC=C(S1)[C@H]([C@@H](C(=O)O)C)C1=CC(=C(C=C1)C)CN1S(C2=C(O[C@@H](C1)CC)C=CN=C2)(=O)=O